BrC1=CN(C2=NC(=CN=C21)N2CCC1([C@@H]([C@@H](OC1)C)N[S@](=O)C(C)(C)C)CC2)COCC[Si](C)(C)C (R)-N-((3S,4S)-8-(7-bromo-5-((2-(trimethylsilyl)ethyl-Oxy)methyl)-5H-pyrrolo[2,3-b]pyrazin-3-yl)-3-methyl-2-oxa-8-azaspiro[4.5]dec-4-yl)-2-Methylpropane-2-sulfinamide